diallylglycine acetate C(C)(=O)O.NC(CC=C)C(=O)O.NC(CC=C)C(=O)O